1-[4-(phenylthio)phenyl]butan-1-one C1(=CC=CC=C1)SC1=CC=C(C=C1)C(CCC)=O